2-(3-allylpiperidin-1-yl)-N-(2-chloropyrimidin-4-yl)-4-nitrobenzamide C(C=C)C1CN(CCC1)C1=C(C(=O)NC2=NC(=NC=C2)Cl)C=CC(=C1)[N+](=O)[O-]